6-methyl-3-(4,4,5,5-tetramethyl-1,3,2-dioxaborolan-2-yl)-1H-pyrrolo[2,3-b]pyridine-1-carboxylic acid tert-butyl ester C(C)(C)(C)OC(=O)N1C=C(C=2C1=NC(=CC2)C)B2OC(C(O2)(C)C)(C)C